N-((5-(4-amino-1-cyclopentyl-7-oxo-6,7-dihydro-1H-pyrrolo[2,3-d]pyridazin-3-yl)pyridin-2-yl)methyl)-5-fluoro-2-methoxybenzamide NC=1C2=C(C(NN1)=O)N(C=C2C=2C=CC(=NC2)CNC(C2=C(C=CC(=C2)F)OC)=O)C2CCCC2